FC(CC1=CC=2C(=C(N=CC2)N)S1)(F)F (2,2,2-trifluoroethyl)thieno[2,3-c]pyridin-7-amine